C1=CC=CC=2C3=CC=CC=C3C(C12)COC(=O)NCCOC1=C(C=C(C=C1)CC)S(=O)(=O)NC1=NOC2=C1C(=CC(=C2)CN2N=CC(=C2)CNC(OC)=O)OC methyl ((1-((3-((2-(2-((((9H-fluoren-9-yl)methoxy)carbonyl)amino)ethoxy)-5-ethylphenyl)sulfonamido)-4-methoxybenzo[d]isoxazol-6-yl)methyl)-1H-pyrazol-4-yl)methyl)carbamate